4-HEXEN-3-ONE CCC(C=CC)=O